N1-cyclopropyl-N1-methylethane-1,2-diamine C1(CC1)N(CCN)C